di-iso-propylaminotrisilylamine C(C)(C)N(C(C)C)[SiH2]N([SiH3])[SiH3]